C(N1CCC(CC1)OC1=C(C=C(C=C1)[N+](=O)[O-])C)([2H])([2H])[2H] 1-(methyl-d3)-4-(2-methyl-4-nitrophenoxy)piperidine